ClC=1C=C(OC2=C(C=C(C=C2)NC(CC2=CC=C(C=C2)F)=O)S(N)(=O)=O)C=CC1 N-[4-(3-chlorophenoxy)-3-sulfamylphenyl]-2-(4-fluorophenyl)acetamide